COC=1C=C(CN2C(C=CC(=C2)C2=NC(=NC(=C2)C(F)(F)F)S)=O)C=CC1OC 1-(3,4-dimethoxybenzyl)-5-(2-mercapto-6-(trifluoromethyl)pyrimidin-4-yl)pyridin-2(1H)-one